Chlorofluorenol C1C2=CC=CC=C2C3=C1C(=C(C=C3)Cl)O